tert-Butyl 4-((6-methylpyridin-2-yl)methyl)-1H-pyrazole-1-carboxylate CC1=CC=CC(=N1)CC=1C=NN(C1)C(=O)OC(C)(C)C